tert-butyl (2S,4S)-4-((6-(2,6-dichloro-3,5-dimethoxyphenyl)quinazolin-2-yl)amino)-2-(hydroxymethyl)pyrrolidine-1-carboxylate ClC1=C(C(=C(C=C1OC)OC)Cl)C=1C=C2C=NC(=NC2=CC1)N[C@H]1C[C@H](N(C1)C(=O)OC(C)(C)C)CO